CCCCC/C=C\C/C=C\CCCCCCCCCC(=O)O[C@H](COC(=O)CCC/C=C\C/C=C\C/C=C\C/C=C\CCCCC)COP(=O)([O-])OCC[N+](C)(C)C 1-(5Z,8Z,11Z,14Z-eicosatetraenoyl)-2-(11Z,14Z-eicosadienoyl)-glycero-3-phosphocholine